C[C@@H]1OC[C@@H]1C (2S,3S)-2,3-dimethyloxetan